11-bromoundec-2-yne BrCCCCCCCCC#CC